C(C)(=O)NC1=C(C=C(CC2=C(C=C(OCC(=O)O)C=C2C)C)C=C1)C(C)C (4-(4-acetamido-3-isopropylbenzyl)-3,5-dimethylphenoxy)acetic acid